tert-butyl (S)-(3-(3,6-dimethylpyrazin-2-yl)-5-(piperidin-1-yl)pentyl)(methyl)carbamate CC=1C(=NC(=CN1)C)[C@H](CCN(C(OC(C)(C)C)=O)C)CCN1CCCCC1